NC1=C(C=C(C=N1)NC(C(N1[C@H](CCCC1)C=1C=NC=CC1)=O)=O)C N-(6-amino-5-methyl-3-pyridyl)-2-oxo-2-[(2R)-2-(3-pyridyl)-1-piperidyl]acetamide